4-[(cyclohexylmethyl)amino]-2-[(1-methyl-1H-pyrazol-4-yl)amino]pyrimidin C1(CCCCC1)CNC1=NC(=NC=C1)NC=1C=NN(C1)C